CN1N(C(C=C1C)=O)C1=CC=CC=C1 1,5-dimethyl-2-phenyl-1,2-dihydro-3H-pyrazol-3-one